(7-chloro-1H-benzo[d]imidazol-2-yl)(5-((dimethylamino)methyl)-7,8-dihydro-1,6-naphthyridin-6(5H)-yl)methanone ClC1=CC=CC2=C1NC(=N2)C(=O)N2C(C=1C=CC=NC1CC2)CN(C)C